COC1=C(CNC=2N=C(C3=C(N2)C=C(C=N3)C)NC(CO)CCC)C=CC(=C1)OC 2-((2-((2,4-dimethoxybenzyl)amino)-7-methylpyrido[3,2-d]pyrimidin-4-yl)amino)pentan-1-ol